methyl 2,6,6-trimethylcyclohex-3-en-1-carboxylate CC1C(C(CC=C1)(C)C)C(=O)OC